BrC=1C=C(C=CC1)C=1OC(=NN1)C1=CC(=CC=C1)F 2-(3-bromophenyl)-5-(3-fluorophenyl)-1,3,4-oxadiazole